FC1=C(C=CC(=C1)S(=O)(=O)C)C1(NC(=C(C(=C1C)C=1C=NN(C1)C)OC)NC1=NN(C(=C1)C)C1OCCCC1)N 2-(2-fluoro-4-(methylsulfonyl)phenyl)-5-methoxy-3-methyl-N6-(5-methyl-1-(tetrahydro-2H-pyran-2-yl)-1H-pyrazol-3-yl)-4-(1-methyl-1H-pyrazol-4-yl)pyridine-2,6-diamine